1-((1S,4S)-4-(isopropyl(methyl)amino)cyclohexyl)-5-(8-methoxy-[1,2,4]triazolo[1,5-a]pyridin-6-yl)-6-methyl-1,3-dihydro-2H-benzo[d]imidazol-2-one C(C)(C)N(C1CCC(CC1)N1C(NC2=C1C=C(C(=C2)C=2C=C(C=1N(C2)N=CN1)OC)C)=O)C